8,9-dimethyl-7-(3-(pyridin-3-yl)-7,8-dihydro-1,6-naphthyridin-6(5H)-yl)-4H-pyrimido[1,2-b]pyridazin-4-one CC1=C(C=2N(N=C1N1CC=3C=C(C=NC3CC1)C=1C=NC=CC1)C(C=CN2)=O)C